N-(3-{[(3S)-3-(2-chloroacetamido)piperidin-1-yl]methyl}-5-(4-methyl-1H-imidazol-1-yl)phenyl)-4-phenylpyridine-2-carboxamide ClCC(=O)N[C@@H]1CN(CCC1)CC=1C=C(C=C(C1)N1C=NC(=C1)C)NC(=O)C1=NC=CC(=C1)C1=CC=CC=C1